C(CCCCCCCCC)SC(C(=O)OCCCCCCNCCCCO)CCCC 6-((4-hydroxybutyl)amino)hexyl 2-(decylthio)hexanoate